4'-(pyridine-2-yl-methylene)biphenol N1=C(C=CC=C1)C=C1CC(=C(C=C1)O)C=1C(=CC=CC1)O